(2-fluoroethoxy)(1,1,2,2-Tetrafluoroethoxy)ethane FCCOC(C)OC(C(F)F)(F)F